1-([4-[3-(3-chlorophenoxy)propyl]-5-oxo-4,5-dihydro-1,3,4-oxadiazol-2-yl]methyl)-7-methyl-6,7-dihydro-1H-purin-6-one ClC=1C=C(OCCCN2N=C(OC2=O)CN2C=NC=3N=CN(C3C2=O)C)C=CC1